(E)-N-(2-butoxy-6-chlorophenyl)-3-(4-methoxyphenyl)acrylamide ethyl-8-{2-[11-(dimethylamino)nonadecyl]cyclopropyl}octanoate C(C)OC(CCCCCCCC1C(C1)CCCCCCCCCCC(CCCCCCCC)N(C)C)=O.C(CCC)OC1=C(C(=CC=C1)Cl)NC(\C=C\C1=CC=C(C=C1)OC)=O